Thiophenate C1=CC=C(C=C1)S